FC1=C(C=CC=C1)C1=NC=CC(=C1)NC1=NC=NC2=CC=C(C=C12)N N4-(2-(2-fluorophenyl)pyridin-4-yl)quinazoline-4,6-diamine